C(C1=CC=CC=C1)O[C@]1(C2=NN=C(C=3C(=CC(=C(SCCC=CCC1)N3)C(F)(F)F)NC(OC(C)(C)C)=O)O2)C(F)(F)F tert-Butyl N-[(6R)-6-benzyloxy-6,15-bis(trifluoromethyl)-19-oxa-13-thia-3,4,18-triazatricyclo[12.3.1.12,5]nonadeca-1(18),2,4,9,14,16-hexaen-17-yl]carbamate